C(CCC)P(C1=C(SC=C1P(CCCC)CCCC)C)CCCC 3,4-bis(di-n-butylphosphino)-2-methylthiophene